N-(2-methoxy-6-(4,4,5,5-tetramethyl-1,3,2-dioxaborolan-2-yl)pyridin-3-yl)-4-methyl-1-phenyl-1H-1,2,3-triazole-5-carboxamide COC1=NC(=CC=C1NC(=O)C1=C(N=NN1C1=CC=CC=C1)C)B1OC(C(O1)(C)C)(C)C